4-(4-(cyclopropylamino)piperidin-1-yl)-N-(6-hydroxy-2-methyl-2H-indazol-5-yl)-2-methyl-6-(methylamino)-2H-indazole-7-carboxamide 2,2,2-trifluoroacetate FC(C(=O)O)(F)F.C1(CC1)NC1CCN(CC1)C=1C2=CN(N=C2C(=C(C1)NC)C(=O)NC1=CC2=CN(N=C2C=C1O)C)C